z,8z,11z,14z-eicosatetraenoic acid C(\C=C/C=CC=C\C=C/CCCCCCCCCCC)(=O)O